7-methyl-3,10-dihydro-2H-[1,4]dioxino[2,3-h]quinolin-9-one CC1=CC(NC=2C3=C(C=CC12)OCCO3)=O